3,7-di(1H-indazol-5-yl)-10-(1-methylazetidin-3-yl)-10H-dipyrido[3,2-b:2',3'-e][1,4]oxazine N1N=CC2=CC(=CC=C12)C1=CC2=C(N(C3=C(O2)C=C(C=N3)C=3C=C2C=NNC2=CC3)C3CN(C3)C)N=C1